NC1(CCN(CC1)C1=CN=C2C(=N1)NN=C2C=2C(=C(C=CC2)N2CCN(CC2)CC=2C=C1C(N(C(C1=CC2F)=O)C2C(NC(CC2)=O)=O)=O)Cl)C 5-((4-(3-(6-(4-Amino-4-methylpiperidin-1-yl)-1H-pyrazolo[3,4-b]pyrazin-3-yl)-2-Chlorophenyl)piperazin-1-yl)methyl)-2-(2,6-dioxopiperidin-3-yl)-6-fluoroisoindoline-1,3-dione